methyl (2S)-2-((((9H-fluoren-9-yl)methoxy)carbonyl)amino)-3-(3-methoxy-4-(((tetrahydro-2H-pyran-2-yl)oxy)carbamoyl)phenyl)propanate C1=CC=CC=2C3=CC=CC=C3C(C12)COC(=O)N[C@H](C(=O)OC)CC1=CC(=C(C=C1)C(NOC1OCCCC1)=O)OC